N(=[N+]=[N-])CC1=CC=C(C2=C1N(C(N2COCC[Si](C)(C)C)=O)COCC[Si](C)(C)C)C(=O)OC Methyl 7-(azidomethyl)-2-oxo-1,3-bis((2-(trimethylsilyl)ethoxy)methyl)-2,3-dihydro-1H-benzo[d]imidazole-4-carboxylat